(S)-1,1,1-trifluoropropan-2-yl (S)-6-diazo-2-((S)-2-methoxypropanamido)-5-oxohexanoate [N+](=[N-])=CC(CC[C@@H](C(=O)O[C@H](C(F)(F)F)C)NC([C@H](C)OC)=O)=O